4-{[{(1R)-1-[1-Benzyl-4-(2,5-difluorophenyl)-1H-imidazol-2-yl]-2,2-dimethylpropyl}(glycoloyl)amino]methyl}-N-[2-(2,5-dioxo-2,5-dihydro-1H-pyrrol-1-yl)ethyl]pyrrolidin-3-carboxamid C(C1=CC=CC=C1)N1C(=NC(=C1)C1=C(C=CC(=C1)F)F)[C@@H](C(C)(C)C)N(C(CO)=O)CC1C(CNC1)C(=O)NCCN1C(C=CC1=O)=O